NC=1C=CC(=NC1)N1N=CN=C1[C@H](C)NC(C1=CC(=CC(=C1)C(F)(F)F)Cl)=O N-{(1S)-1-[1-(5-aminopyridin-2-yl)-1H-1,2,4-triazol-5-yl]ethyl}-3-chloro-5-(trifluoro-methyl)benzamide